ClC=1C=C2C(=C3C4(NC(NC13)=O)CCCCC4)OC(=C2)C(=O)NCC2=CC(=CC=C2)OC 5'-chloro-N-[(3-methoxyphenyl)methyl]-7'-oxo-7',8'-dihydro-6'H-spiro[cyclohexane-1,9'-furo[2,3-f]quinazoline]-2'-carboxamide